[H-].[Y+3].[H-].[H-] Yttrium hydrid